ClC1=NC(=CC(=C1)CN1CC(OC(C1)C)C)C1=CC(=CC=C1)[N+](=O)[O-] 4-((2-chloro-6-(3-nitrophenyl)pyridin-4-yl)methyl)-2,6-dimethylmorpholine